Cl.C1(CC1)CN1C(=CC=C1)C1=NC2=C(N1C)C=CC(=C2)C(=O)N2C[C@@H](CCC2)N (3R)-1-{2-[1-(Cyclopropylmethyl)-1H-pyrrol-2-yl]-1-methyl-1H-1,3-benzodiazole-5-carbonyl}piperidin-3-amine hydrochloride